2-(4,7,10-trimethyl-1,4,7,10-tetraazacyclododecan-1-yl)ethyl-4-(10,15,20-trimesitylporphyrin-5-yl)benzoate CN1CCN(CCN(CCN(CC1)C)C)CCOC(C1=CC=C(C=C1)C=1C2=CC=C(N2)C(=C2C=CC(C(=C3C=CC(=C(C=4C=CC1N4)C4=C(C=C(C=C4C)C)C)N3)C3=C(C=C(C=C3C)C)C)=N2)C2=C(C=C(C=C2C)C)C)=O